FC=1C=C(CNCCCCOCCNC2=C3C=NNC3=CC(=C2)CCC(=O)O)C=C(C1OC(F)(F)F)F 3-(4-((2-(4-((3,5-difluoro-4-(trifluoromethoxy)benzyl)amino)butoxy)ethyl)amino)-1H-indazol-6-yl)propanoic acid